CC1=C(N)C=CC=C1C(=O)N1CCCC1 2-methyl-3-(1-pyrrolidinylcarbonyl)aniline